COC1=C(C=CC(=C1)OC)NS([O-])(=O)=O.[Na+].CNC(CO[C@H]1[C@@H](O[C@@H]([C@H]1O)CO)N1C=NC=2C(N)=NC=CC12)=O 3-deaza-2'-O-[2-methylamino-2-oxoethyl]adenosine Sodium N-(2,4-dimethoxyphenyl)sulfamate